C(C)OC1CN(C1)C1=CC(N(N=C1)CC=1C(=NOC1C)C=1C=NC(=CC1)C)=O 5-(3-ethoxyazetidin-1-yl)-2-((5-methyl-3-(6-methylpyridin-3-yl)isoxazol-4-yl)methyl)pyridazin-3(2H)-one